C(#CC)C1=C2C=NN(C2=C(C=C1)C(=O)N)C(C)C1=CC=C(C=C1)OC(F)(F)F 4-(propane-1-yn-1-yl)-1-(1-(4-(trifluoromethoxy)phenyl)ethyl)-1H-indazole-7-carboxamide